CC1=NC2=CC=CC(=C2C(N1C1C(NC(CC1)=O)=O)=O)SCC1=CC=C(C=C1)CN1CCOCC1 3-(2-methyl-5-((4-(morpholinomethyl)benzyl)thio)-4-oxoquinazolin-3(4H)-yl)piperidine-2,6-dione